tert-Butyl (1R,2S,5S)-2-(((7-bromo-2-chloro-6,8-difluoro-4-hydroxyquinazolin-5-yl)oxy)methyl)-3,8-diazabicyclo[3.2.1]octane-8-carboxylate BrC1=C(C(=C2C(=NC(=NC2=C1F)Cl)O)OC[C@@H]1[C@H]2CC[C@@H](CN1)N2C(=O)OC(C)(C)C)F